(5-((1-(difluoromethyl)cyclopropyl)ethynyl)-3,4-dihydroquinolin-1(2H)-yl)-7-fluoro-1-methyl-[1,2,4]triazolo[4,3-a]quinazoline FC(C1(CC1)C#CC1=C2CCCN(C2=CC=C1)C1=NC=2N(C3=CC=C(C=C13)F)C(=NN2)C)F